N-(4-fluorophenyl)-4-hydroxy-1-methyl-2-oxo-6-(4-(trifluoromethyl)phenyl)-1,2,5,6-tetrahydropyridine-3-carbothioamide FC1=CC=C(C=C1)NC(=S)C=1C(N(C(CC1O)C1=CC=C(C=C1)C(F)(F)F)C)=O